OC1OC(C2=CC=C(C=C12)C1=CC=CC=C1)=O 3-hydroxy-5-phenylisobenzofuran-1(3H)-one